3-(octyl-oxy)propan-2-amine C(CCCCCCC)OCC(C)N